2,4-Difluorobenzaldehyde-O-(1-methyl-1H-imidazole-2-carbonyl) oxime CN1C(=NC=C1)C(=O)ON=CC1=C(C=C(C=C1)F)F